C(C)OP(=O)(OCC)C(C(=O)OCC)C1=CC=CC=C1 ethyl (diethoxyphosphoryl)(phenyl)acetate